5-fluoro-2'-((4-fluorophenyl)(methyl)carbamoyl)-[3,4'-bipyridine] 1'-oxide FC=1C=C(C=NC1)C1=CC(=[N+](C=C1)[O-])C(N(C)C1=CC=C(C=C1)F)=O